Diisodecyl phenyl phosphite P(OCCCCCCCC(C)C)(OCCCCCCCC(C)C)OC1=CC=CC=C1